O=C1N([C@@H]2CC[C@H]1C2)C=2C=C1C=C(N=CC1=CC2)NC(=O)C2CC2 N-(6-((1R,4S)-3-oxo-2-azabicyclo[2.2.1]heptan-2-yl)isoquinolin-3-yl)cyclopropanecarboxamide